C(C)(C)C1=CC=C2C(=N1)C(=NN2)C isopropyl-3-methyl-pyrazolo[4,3-b]pyridin